3,3-diethyl 1,6-dimethyl-1-([1,1'-biphenyl]-4-yl)hexane-1,3,3,6-tetracarboxylate CC(CC(CCC(C(=O)[O-])C)(C(=O)OCC)C(=O)OCC)(C(=O)[O-])C1=CC=C(C=C1)C1=CC=CC=C1